N-hydroxy-4-oxo-4H,5H-thieno[3,2-c]pyridine ON1C(C2=C(C=C1)SC=C2)=O